C1(CC1)C(=O)N1CCN(CC1)C(=O)C1(CN(C1)C(=O)OC(C)(C)C)F tert-butyl 3-[4-(cyclopropanecarbonyl)piperazine-1-carbonyl]-3-fluoro-azetidine-1-carboxylate